(S)-alpha-fluoro-4-fluorophenetol F[C@H](OC1=CC=C(C=C1)F)C